(6R)-6-{[2-(furan-2-yl)[1,2,4]triazolo[1,5-c]quinazolin-5-yl]amino}-1,4-diazepan-5-one O1C(=CC=C1)C1=NN2C(=NC=3C=CC=CC3C2=N1)N[C@H]1C(NCCNC1)=O